2-chloro-4-(1-methyl-1H-pyrazol-4-yl)pyridine ClC1=NC=CC(=C1)C=1C=NN(C1)C